(1R,3S)-3-(3-{[(5-methoxypyrazin-2-yl)acetyl]amino}-1H-pyrazol-5-yl)cyclopentyl[(1R)-1-cyclopropylethyl]carbamate COC=1N=CC(=NC1)CC(=O)NC1=NNC(=C1)[C@@H]1C[C@@H](CC1)N(C([O-])=O)[C@H](C)C1CC1